(4-(trifluoromethyl)phenyl)oxazol-2-amine FC(C1=CC=C(C=C1)C=1N=C(OC1)N)(F)F